[3-(4-fluorophenoxy)pyrrolidine-1-carbonyl]-6-methyl-N-(1-methylcyclopropyl)furo[2,3-d]pyrimidin-4-amine FC1=CC=C(OC2CN(CC2)C(=O)C=2N=C(C3=C(N2)OC(=C3)C)NC3(CC3)C)C=C1